BrC1=CC=C(C=C1)CC(=O)N1CC(CCC1CC)C(=O)OCC Ethyl 1-(2-(4-bromophenyl) acetyl)-6-ethylpiperidine-3-carboxylate